5-bromo-6-(trifluoromethyl)isoindoline-2-carboxylic acid tert-butyl ester C(C)(C)(C)OC(=O)N1CC2=CC(=C(C=C2C1)Br)C(F)(F)F